methyl 4-(4-(((tert-butoxycarbonyl)amino)methyl)-1H-1,2,3-triazol-1-yl)benzo[b]thiophene-2-carboxylate C(C)(C)(C)OC(=O)NCC=1N=NN(C1)C1=CC=CC=2SC(=CC21)C(=O)OC